epoxypentanyl 2-ethylprop-2-enoate C(C)C(C(=O)OCCCC1CO1)=C